4-(1-methyl-1-phenylethyl)phenyl-aniline CC(C)(C1=CC=CC=C1)C1=CC=C(C=C1)NC1=CC=CC=C1